N[C@H]1CN(CC1)C1=NC(=CC=C1C=1C=NC(=CC1)C)N1CC=2C(=NC=CC2C1=O)C1=C(C=CC=C1OC)F 2-(2-((R)-3-aminopyrrolidin-1-yl)-6'-methyl-[3,3'-bipyridinyl]-6-yl)-4-(2-fluoro-6-methoxyphenyl)-2,3-dihydro-1H-pyrrolo[3,4-c]pyridin-1-one